1-(4-(2,6-dioxopiperidin-3-yl)-3,5-difluorophenyl)azetidin-3-yl ((tetrahydro-2H-pyran-4-yl)methyl)carbamate O1CCC(CC1)CNC(OC1CN(C1)C1=CC(=C(C(=C1)F)C1C(NC(CC1)=O)=O)F)=O